NCC1=NNC(C2=CC=C(C=C12)C=1C=NN(C1C1=C(C#N)C=C(C=C1)OC)C)=O 2-(4-(4-(aminomethyl)-1-oxo-1,2-dihydrophthalazin-6-yl)-1-methyl-1H-pyrazol-5-yl)-5-methoxybenzonitrile